C[C@H]1CCCCC[C@@H](C(=O)[C@H](CC(=O)O1)O)O The molecule is a hexaketide lactone isolated from the sponge-associated fungus Cladosporium sp. It is a diastereoisomer of pandangolide 1. It has a role as a metabolite. It is a hexaketide, a secondary alpha-hydroxy ketone and a macrolide.